C1(=CC=C(C=C1)P(C1=CC=C(C=C1)C)C1=CC=C(C=C1)C)C tris-p-tolylphosphine